(12aR)-10-chloro-9-(2-chloro-6-methoxyphenyl)-8-[(trimethylsilyl)ethynyl]-3,4,12,12a-tetrahydro-6H-pyrazino[2,1-c][1,4]benzoxazepin-2(1H)-carboxylic acid tert-butyl ester C(C)(C)(C)OC(=O)N1C[C@@H]2COC3=C(CN2CC1)C=C(C(=C3Cl)C3=C(C=CC=C3OC)Cl)C#C[Si](C)(C)C